C(C)(C)(C)N(C(O)=O)C[C@@]1(NC(NC1=O)=O)C1=NC=CN=C1.Cl.NC[C@]1(C(NC(N1)=O)=O)C1=NC=CN=C1 |r| rac-5-(aminomethyl)-5-(pyrazin-2-yl)imidazolidine-2,4-dione hydrochloride rac-tert-butyl-{[2,5-dioxo-4-(pyrazin-2-yl)imidazolidin-4-yl]methyl}carbamate